BrC1=CN=CC2=CC=C(C=C12)C 4-bromo-6-methylisoquinoline